C(C)C1=NOC(=N1)C1CC2(C1)CN(CC2)C2CCC1(C(NC3=CC=CC=C13)=O)CC2 4-[2-(3-Ethyl-1,2,4-oxadiazol-5-yl)-6-azaspiro[3.4]oct-6-yl]spiro[cyclohexane-1,3'-indol]-2'(1'H)-one